C(CC1=CC=CC=C1)NC1=CC=CC=C1 phenethyl-phenylamine